COC1=C(C=CC=C1)C=1C=NN2C1N=C(C=C2)NC[C@H]2N(CCC2)C(=O)OCC (S)-ethyl 2-(((3-(2-methoxyphenyl)pyrazolo[1,5-a]pyrimidin-5-yl)amino)methyl)pyrrolidine-1-carboxylate